9-(3-chloro-5-fluorophenyl)-2-(2-morpholinopyrimidin-5-yl)-6,7,8,9-tetrahydrobenzo[4,5]imidazo[1,2-a]pyridin-9-ol ClC=1C=C(C=C(C1)F)C1(CCCC=2N=C3N(C=C(C=C3)C=3C=NC(=NC3)N3CCOCC3)C21)O